N-(4-((3-cyanobenzyl)oxy)-3-(1H-tetrazol-1-yl)phenyl)-1H-benzo[d]imidazole-5-carboxamide C(#N)C=1C=C(COC2=C(C=C(C=C2)NC(=O)C2=CC3=C(NC=N3)C=C2)N2N=NN=C2)C=CC1